5-(imidazo[1,2-a]pyridin-6-yl)-N-(1H-indol-3-yl)isoindoline-2-carboxamide N=1C=CN2C1C=CC(=C2)C=2C=C1CN(CC1=CC2)C(=O)NC2=CNC1=CC=CC=C21